N-(4-(4-amino-7-cyano-3-(4-(cyclobutylamino)-3-methoxyphenyl)-1-methyl-1H-pyrrolo[3,2-c]pyridin-2-yl)phenyl)acrylamide NC1=NC=C(C2=C1C(=C(N2C)C2=CC=C(C=C2)NC(C=C)=O)C2=CC(=C(C=C2)NC2CCC2)OC)C#N